CC1=NC2=CC=C(C=C2C(N1C1=CC=C(C=C1)CC(=S)N)=O)C (4-(2,6-dimethyl-4-oxoquinazolin-3(4H)-yl)phenyl)thioacetamide